benzil dimethylketal COC(C1=CC=CC=C1)(C(=O)C1=CC=CC=C1)OC